2-methylanilineAcryloyl chloride CC1=C(NC=CC(=O)Cl)C=CC=C1